N-((6-(4-fluorophenyl)-4-(1-methyl-1H-1,2,3-triazol-4-yl)pyridin-3-yl)methyl)acrylamide FC1=CC=C(C=C1)C1=CC(=C(C=N1)CNC(C=C)=O)C=1N=NN(C1)C